N-(2,2-diethoxypropyl)-1,3,5-triiodobenzamide C(C)OC(CNC(C1(CC(=CC(=C1)I)I)I)=O)(C)OCC